2-(3-bromo-5-chlorophenyl)-9,9-dimethyl-9H-fluorene BrC=1C=C(C=C(C1)Cl)C1=CC=2C(C3=CC=CC=C3C2C=C1)(C)C